O.[O-2].[Zn+].[NH4+] ammonium zinc oxide hydrate